ClC1=C(C(=CC(=C1)C#N)F)NC=1N(C2=NC(=NC=C2N1)N[C@H]1[C@@H](COCC1)F)C1CCC(CC1)C(=O)N (1S,4s)-4-(8-(2-chloro-4-cyano-6-fluorophenylamino)-2-((3S,4R)-3-fluorotetrahydro-2H-pyran-4-ylamino)-9H-purin-9-yl)cyclohexanecarboxamide